C(C)(C)(C)[C@@H]1CC=2C=C3C(=NC2CC1)SC(=N3)C(=O)N[C@H](CC[NH+]3CCC(CC3)O)C3=CC=C(C=C3)C=3C=NOC3 (7S)-7-tert-butyl-N-[(1R)-3-(4-hydroxypiperidin-1-ium-1-yl)-1-(4-isoxazol-4-ylphenyl)propyl]-5,6,7,8-tetrahydrothiazolo[5,4-b]quinoline-2-carboxamide